COC12N=CN([C@]3([C@H](O)[C@H](O)[C@@H](CO)O3)C)C2=NC(=NC1=O)N 5-methoxy-methyl-guanosine